C(C)(C)(C)OC(NC=1C=NC(=CC1)C(C(C)(C)C1=NC=CC(=C1)C#N)=O)=O (6-(2-(4-cyanopyridin-2-yl)-2-methylpropionyl)pyridin-3-yl)carbamic acid tert-butyl ester